C1(CCCC1)COC1=CC(=C(C(=O)O)C=C1CC)F 4-(cyclopentylmethoxy)-5-ethyl-2-fluorobenzoic acid